ClC1=CC2=C(N(C(N=C2N2[C@H](CN(CC2)C(=O)[O-])C)=O)C=2C(=NC=CC2C)C(C)C)N=C1Cl (S)-4-(6,7-dichloro-1-(2-isopropyl-4-methylpyridin-3-yl)-2-oxo-1,2-dihydropyrido(2,3-d)pyrimidin-4-yl)-3-methylpiperazine-1-carboxylate